(1R,2S)-2-(3-{[6-(azetidin-3-yl)-3-methoxypyrazin-2-yl]amino}-1H-indazol-6-yl)-5'-methoxy-1'H-spiro[cyclopropane-1,3'-indol]-2'-one N1CC(C1)C1=CN=C(C(=N1)NC1=NNC2=CC(=CC=C12)[C@@H]1C[C@@]12C(NC1=CC=C(C=C21)OC)=O)OC